tert-butyl 2-(4-(4-isopropyl-5-(8-methyl-[1,2,4]triazolo[1,5-a]pyridin-6-yl)-1-((2-(trimethylsilyl)ethoxy)methyl)-1H-pyrazol-3-yl)phenyl)morpholine-4-carboxylate C(C)(C)C=1C(=NN(C1C=1C=C(C=2N(C1)N=CN2)C)COCC[Si](C)(C)C)C2=CC=C(C=C2)C2CN(CCO2)C(=O)OC(C)(C)C